SCCCCCCCCCCCC 12-mercapto-dodecane